2-amino-9-((2R,3S,4S,5R)-4-fluoro-3-hydroxy-5-(hydroxymethyl)tetrahydrofuran-2-yl)-7-(methoxymethyl)-7,9-dihydro-8H-purin-8-one NC1=NC=C2N(C(N(C2=N1)[C@@H]1O[C@@H]([C@H]([C@H]1O)F)CO)=O)COC